(2R,3R,4R,5R)-2-(4-aminopyrrolo[2,1-f][1,2,4]triazin-7-yl)-2-cyano-5-(((2-cyclohexyl-2-methylpropanoyl)oxy)methyl)tetrahydrofuran-3,4-diyl diacetate C(C)(=O)O[C@H]1[C@](O[C@@H]([C@H]1OC(C)=O)COC(C(C)(C)C1CCCCC1)=O)(C#N)C1=CC=C2C(=NC=NN21)N